(R)-4-(3-((5-chloro-4-(1H-indol-3-yl)pyrimidin-2-yl)amino)pyrrolidin-1-yl)piperidine-1-carboxylic acid tertButyl ester C(C)(C)(C)OC(=O)N1CCC(CC1)N1C[C@@H](CC1)NC1=NC=C(C(=N1)C1=CNC2=CC=CC=C12)Cl